C(C#CCCCC)OC(CCCCC(=O)O)OCC#CCCCC 6,6-bis(hept-2-yn-1-yloxy)hexanoic acid